FC1=C(C(=CC2=C1N=CS2)F)NC2=C1C(=NC=C2)SC(=C1)[C@@H]1CCN([C@]12COCC2)C 4,6-Difluoro-N-(2-((4R,5S)-1-methyl-7-oxa-1-azaspiro[4.4]nonan-4-yl)thieno[2,3-b]pyridin-4-yl)benzo[d]thiazol-5-amine